tert-butyl 2-(1,2,3,4-tetrahydroisoquinolin-6-yl)acetate C1NCCC2=CC(=CC=C12)CC(=O)OC(C)(C)C